N[C@@H](CC(N)=O)C(=O)[O-] L-Asparaginate